[N+](=O)([O-])C=1C=CC=C2C(N(CC12)C1C(NC(CC1)=O)=O)=O 3-(7-nitro-3-oxo-1H-isoindol-2-yl)piperidine-2,6-dione